CC1=C2CCC(C2=C(C=C1)F)=O 4-methyl-7-fluoro-2,3-dihydro-1H-inden-1-one